BrC=1C=C(C=CC1)C1(COC1)C=O 3-(3-bromophenyl)oxetane-3-carbaldehyde